FC1(CCN(CCC1)C1=C(C(=O)OC)C=CC(=N1)CC)F methyl 2-(4,4-difluoroazepan-1-yl)-6-ethylnicotinate